N-(3-chloro-5-(methylsulfonylamino)phenyl)-5-methyl-1-(5-morpholinopyridin-2-yl)-1H-pyrrole-3-carboxamide ClC=1C=C(C=C(C1)NS(=O)(=O)C)NC(=O)C1=CN(C(=C1)C)C1=NC=C(C=C1)N1CCOCC1